5-{[(1S)-1-(6-chloro-2-oxo-1,2-dihydro-1,8-naphthyridin-3-yl)ethyl]amino}-1-methyl-6-oxo-1,6-dihydropyridine-2-carbonitrile ClC=1C=C2C=C(C(NC2=NC1)=O)[C@H](C)NC1=CC=C(N(C1=O)C)C#N